6'-(4,4,5,5-tetramethyl-1,3,2-dioxaborolan-2-yl)-2',3'-dihydro-1'H-spiro[cyclopropane-1,4'-isoquinolin]-1'-one CC1(OB(OC1(C)C)C=1C=C2C3(CNC(C2=CC1)=O)CC3)C